BrC=1C=C2CC[C@H](C2=CC1)O (R)-5-bromo-2,3-dihydro-1H-inden-1-ol